ClC1=NN=C(C2=CC=C(C=C12)F)N[C@H]1CN(CCC1)C (R)-4-chloro-6-fluoro-N-(1-methylpiperidin-3-yl)phthalazin-1-amine